ClC=1C(=NC(=NC1)NC=1C=NN(C1)C1CCN(CC1)C(=O)OCC1=CC=CC=C1)CN1CCC(CC1)(C)NC(=O)[C@H]1C(C1)(F)F Benzyl (S)-4-(4-((5-chloro-4-((4-(2,2-difluorocyclopropane-1-carboxamido)-4-methylpiperidin-1-yl)methyl)pyrimidin-2-yl)amino)-1H-pyrazol-1-yl)piperidine-1-carboxylate